2-(azepan-1-yl)-4-((4-(3-(4-hydroxypiperidin-1-yl)propyl)phenyl)amino)pyrimido[4,5-d]pyridazin-5(6H)-one N1(CCCCCC1)C=1N=C(C2=C(C=NNC2=O)N1)NC1=CC=C(C=C1)CCCN1CCC(CC1)O